N[C@H](C)C(=O)O D-alanine